trihydroxy(2-hydroxyethyl)silane O[Si](CCO)(O)O